FC(C1=NN(C=C1NC(=O)C=1C=NN2C1N=C(C=C2)N2CCOCC2)C2CCC(CC2)CN2CCC1(CCN(CC1)C(=O)OC(C)(C)C)CC2)F Tert-butyl 9-(((1R,4R)-4-(3-(difluoromethyl)-4-(5-morpholinopyrazolo[1,5-a]pyrimidin-3-carboxamido)-1H-pyrazol-1-yl) cyclohexyl) methyl)-3,9-diazaspiro[5.5]undecane-3-carboxylate